C(C1=CC=CC=C1)N1CC(C(CC1)CC)=O 1-benzyl-4-ethyl-piperidin-3-one